FC(C1=C(C=CC=C1)CN1C(=NC=2CNCCC21)C(=O)N)(F)F 1-[[2-(trifluoromethyl)phenyl]methyl]-1H,4H,5H,6H,7H-imidazo[4,5-c]pyridine-2-carboxamide